NC=1C(=NC=CN1)C(=O)NCC1=CC=C(C=C1)CCNC(=O)C1(CC1)CC1=C(C=CC=C1)Cl 3-amino-N-({4-[2-({1-[(2-chlorophenyl)methyl]cyclopropyl}formamido)ethyl]phenyl}methyl)pyrazine-2-carboxamide